BrC1=CC=C(C=2SC(=CC21)C(=O)O)C 4-bromo-7-methylbenzo[b]thiophene-2-carboxylic acid